[Cl-].[Li+].FC1=C(C=C(C=C1CC1N(C2CC(C1=O)C2)C(=O)OC(C)(C)C)F)C2=CC=CC=C2 tert-Butyl 3-[(2,5-difluoro[biphenyl]-3-yl)methyl]-4-oxo-2-azabicyclo[3.1.1]heptane-2-carboxylate Lithium chloride